(2-dicyclohexylphosphino-2',6'-diisopropylphenyl)(1,1'-biphenyl) C1(CCCCC1)P(C1(C(C(=CC=C1)C(C)C)C1=C(C=CC=C1)C1=CC=CC=C1)C(C)C)C1CCCCC1